3-cyclopropyl-4-(4-cyclopropylsulfonyl-3-methyl-phenyl)-1H-pyrazolo[3,4-c]pyridine-5-carbonitrile C1(CC1)C1=NNC2=CN=C(C(=C21)C2=CC(=C(C=C2)S(=O)(=O)C2CC2)C)C#N